4-((2-chloro-3-(2-nitrophenoxy)pyridin-4-yl)oxy)-3-fluoroaniline ClC1=NC=CC(=C1OC1=C(C=CC=C1)[N+](=O)[O-])OC1=C(C=C(N)C=C1)F